2-azidoethoxy-tert-butyl-dimethyl-silane N(=[N+]=[N-])CCO[Si](C)(C)C(C)(C)C